C1(CC1)C=1C=CC(=C(C1)[C@@H]([C@H](C(=O)O)F)NS(=O)(=O)C(C)(C)C)F (2R,3S)-3-(5-cyclopropyl-2-fluorophenyl)-3-((R)-1,1-dimethylethylsulfonamido)-2-fluoropropanoic acid